IC1=C(NC2=C1C(NCC2)=O)C2=C(C(=NC=C2)[N+](=O)[O-])OCCOC 3-iodo-2-[3-(2-methoxyethoxy)-2-nitropyridin-4-yl]-1H,5H,6H,7H-pyrrolo[3,2-c]pyridin-4-one